BrC=1C=C(C=CC1)N(C1=CC=C(C=C1)C1=CC=CC=C1)C1=CC=CC=C1 N-(3-bromophenyl)-N-phenyl-[1,1'-biphenyl]-4-amine